C(C1=CC=CC=C1)SC(=S)SCCC(=O)O 3-[((benzylthio)thiocarbonyl)thio]propanoic acid